(2-aminopyridin-4-yl)-7-((1R,3S,5R)-3-(((3-chloro-6-methoxy-pyridin-2-yl)oxy)methyl)-2-azabicyclo[3.1.0]hexan-2-yl)-6-fluoro-4-oxo-1,4-dihydro-quinoline-3-carboxylic acid NC1=NC=CC(=C1)N1C=C(C(C2=CC(=C(C=C12)N1[C@@H]2C[C@@H]2C[C@H]1COC1=NC(=CC=C1Cl)OC)F)=O)C(=O)O